OCN1C=C([C@H]2[C@H](O)[C@H](O)[C@@H](CO)O2)C(NC1=O)=O N1-hydroxymethyl-pseudouridine